NC1=CC(=C(C(=O)NC[C@@H]2CN(CCO2)CC2=CC=C(C=C2)F)C=C1Cl)O |r| (+-)-4-amino-5-chloro-N-((4-(4-fluorobenzyl)morpholin-2-yl)methyl)-2-hydroxybenzoamide